1-(3-aminopyrrolidin-1-yl)ethanone NC1CN(CC1)C(C)=O